BrC1=C(C=CC=C1C(F)(F)F)N(C(OC(C)(C)C)=O)C[C@@H]1OC1 tert-butyl (S)-(2-bromo-3-(trifluoromethyl)phenyl)(oxiran-2-ylmethyl)carbamate